3,4-Diaminofurazan NC1=NON=C1N